CC1(OB(OC1(C)C)C=1C=C2C=CNC2=CC1)C 5-(4,4,5,5-tetramethyl-1,3,2-dioxaborolan-2-yl)-1H-Indole